tert-butyl (1R,5S)-3-(8-fluoro-2-(((2S,4R)-4-fluoro-1-methylpyrrolidin-2-yl)methoxy)-7-(3-(methoxymethoxy)naphthalen-1-yl)quinazolin-4-yl)-3,8-diazabicyclo[3.2.1]octane-8-carboxylate FC=1C(=CC=C2C(=NC(=NC12)OC[C@H]1N(C[C@@H](C1)F)C)N1C[C@H]2CC[C@@H](C1)N2C(=O)OC(C)(C)C)C2=CC(=CC1=CC=CC=C21)OCOC